FC(CN1N=CC=2C1=NC(=NC2OC)N2CC1(CN(C1)C1=CC(=NC=C1)C(F)(F)F)CC2)F 6-[1-(2,2-difluoroethyl)-4-methoxy-1H-pyrazolo[3,4-d]pyrimidin-6-yl]-2-[2-(trifluoromethyl)pyridin-4-yl]-2,6-diazaspiro[3.4]octane